COC(C1=C(N=C(C(=C1)Br)C)S(=O)(=O)Cl)=O 5-bromo-2-(chlorosulfonyl)-6-methylnicotinic acid methyl ester